ClC1=CC(=C(C=C1)N1N=NC(=C1CN1N=CC(=CC1=O)N1CCOCC1)C)F 2-[[3-(4-chloro-2-fluoro-phenyl)-5-methyl-triazol-4-yl]methyl]-5-morpholino-pyridazin-3-one